ethyl (1S,3S,5S)-5-((1H-1,2,4-triazol-1-yl)methyl)-2-((9,9-difluoro-9H-fluorene-3-carbonyl)glycyl)-2-azabicyclo[3.1.0]hexane-3-carboxylate N1(N=CN=C1)C[C@@]12C[C@H](N([C@H]2C1)C(CNC(=O)C=1C=CC=2C(C3=CC=CC=C3C2C1)(F)F)=O)C(=O)OCC